15-(heptadecan-9-yl) 1-undecyl 7-aminopentadecanedioate NC(CCCCCC(=O)OCCCCCCCCCCC)CCCCCCCC(=O)OC(CCCCCCCC)CCCCCCCC